NC1=NC=CC(=C1NC1CCCCC1)OC1=C(C=C(C=C1)NC(=O)C=1C=NN(C1C(F)(F)F)C1=NC=CC=C1F)F N-(4-((2-amino-3-(cyclohexylamino)pyridin-4-yl)oxy)-3-fluorophenyl)-1-(3-fluoropyridin-2-yl)-5-(trifluoromethyl)-1H-pyrazole-4-carboxamide